Cl[C@H](C(=O)N(NC([C@H](CC1(CC1)C)NC(=O)C1=NOC(=C1)C)=O)C[C@H]1C(NCC1)=O)F N-[(1S)-2-[2-[(2R)-2-chloro-2-fluoro-acetyl]-2-[[(3S)-2-oxopyrrolidin-3-yl]methyl]hydrazino]-1-[(1-methylcyclopropyl)methyl]-2-oxo-ethyl]-5-methyl-isoxazole-3-carboxamide